1-[(3S*)-3-methyl-3-{2-[4-(trifluoromethyl)phenyl]ethynyl}pyrrolidin-1-yl]prop-2-en-1-one C[C@@]1(CN(CC1)C(C=C)=O)C#CC1=CC=C(C=C1)C(F)(F)F |o1:1|